CC1(C=2C=CC=CC2C2=CC=3NC4=CC=CC=C4C3C=C21)C 5,11-dihydro-11,11-dimethylindeno[1,2-b]carbazole